tert-butyl 2-[1-[5-[(2,6-dioxo-3-piperidyl)amino]-3-fluoro-2-pyridyl]-4-hydroxy-4-piperidyl]acetate O=C1NC(CCC1NC=1C=C(C(=NC1)N1CCC(CC1)(O)CC(=O)OC(C)(C)C)F)=O